FC=1C(=NC(=NC1)N1CCC(CC1)C(=O)N1OCC[C@H]1C1=NC=CC=C1)C(=O)N 5-fluoro-2-[4-[(3S)-3-(2-pyridinyl)isoxazolidine-2-carbonyl]-1-piperidinyl]pyrimidine-4-carboxamide